Racemic-3-(5-fluoro-2-methoxyphenyl)-N-(5-((1R,2R)-2-(1-methyl-1H-pyrazol-3-yl)cyclopropyl)-1,3,4-thiadiazol-2-yl)isonicotinamide FC=1C=CC(=C(C1)C1=C(C(=O)NC=2SC(=NN2)[C@H]2[C@@H](C2)C2=NN(C=C2)C)C=CN=C1)OC |r|